N-(4-(((R)-1-hydroxy-4-methylpent-2-yl)amino)-6-(2-(6-methoxypyridin-3-yl)propyl)-1,3,5-triazin-2-yl)methanesulfonamide OC[C@@H](CC(C)C)NC1=NC(=NC(=N1)CC(C)C=1C=NC(=CC1)OC)NS(=O)(=O)C